plumbic oxide [Pb](=O)=O